N-[2-(3-Methylpyridin-2-yl)-[1,3]thiazolo[4,5-c]pyridin-6-yl]-6-{octahydropyrrolo[3,2-b]pyrrol-1-yl}pyridin-2-amine CC=1C(=NC=CC1)C=1SC2=C(C=NC(=C2)NC2=NC(=CC=C2)N2C3C(CC2)NCC3)N1